tert-butyl 8-[1-(1-benzyloxycarbonyl-4-piperidyl)-1-methyl-ethyl]-3,8-diazabicyclo[3.2.1]octane-3-carboxylate C(C1=CC=CC=C1)OC(=O)N1CCC(CC1)C(C)(C)N1C2CN(CC1CC2)C(=O)OC(C)(C)C